BrC1=NN2C(=NC3=C(C2=O)C=CC=N3)S1 2-bromo-9H-pyrido[2,3-d][1,3,4]thiadiazolo[3,2-a]pyrimidin-9-one